methyl 2-(tetrahydro-2H-thiopyran-4-yl)acetate S1CCC(CC1)CC(=O)OC